N-(3-chloro-2-ethylphenyl)-4-hydroxy-2-oxo-1,2,5,6-tetrahydropyridine-3-carbothioic acid amide ClC=1C(=C(C=CC1)NC(=S)C=1C(NCCC1O)=O)CC